The molecule is a 3beta-sterol having double bonds in the 5-, 7- and 22-positions and a methylene group at position 24. It has a role as a Saccharomyces cerevisiae metabolite. It derives from a hydride of a 5alpha-ergostane. C[C@H](/C=C/C(=C)C(C)C)[C@H]1CC[C@@H]2[C@@]1(CC[C@H]3C2=CC=C4[C@@]3(CC[C@@H](C4)O)C)C